C(C1=CC=CC=C1)N1C[C@@H](N(C[C@H]1CC)C=1C=2N(N=C(C1)OCC1=CC=CC=C1)C=C(N2)CC#N)CC 2-(8-((2s,5r)-4-benzyl-2,5-diethylpiperazin-1-yl)-6-(benzyloxy)imidazo[1,2-b]pyridazin-2-yl)acetonitrile